ClC1=CC(=NC=C1)N1C=C(C2=C1N=CN=C2N2C[C@H](N(C[C@@H]2C)C(C(C)C)=O)C)C2=C(C=CC=C2)F 1-((2R,5S)-4-(7-(4-chloropyridin-2-yl)-5-(2-fluorophenyl)-7H-pyrrolo[2,3-d]pyrimidin-4-yl)-2,5-dimethylpiperazin-1-yl)-2-methylpropan-1-one